1-(2-fluoroethyl)-3-(4-fluorophenyl)-2,4-dioxo-1,2,3,4-tetrahydropyrimidine FCCN1C(N(C(C=C1)=O)C1=CC=C(C=C1)F)=O